butyl-(3-phenyl-1-propyl)amine C(CCC)NCCCC1=CC=CC=C1